C(C)SC1=NC(=NC(=C1C(=O)NCC1=CC(=CC=C1)F)C)N1CCOCC1 4-Ethylsulfanyl-N-[(3-fluorophenyl)-methyl]-6-methyl-2-morpholin-4-yl-pyrimidine-5-carboxylic acid amide